C(C1=CC=CC=C1)=NO benzaldehyde Oxime